4-(5-chloro-2-methyl-phenyl)piperazine tert-butyl-(R)-3-(4-(4,6-dichloro-7H-pyrrolo[2,3-d]pyrimidin-7-yl)phenyl)morpholine-4-carboxylate C(C)(C)(C)OC(=O)N1[C@@H](COCC1)C1=CC=C(C=C1)N1C(=CC2=C1N=CN=C2Cl)Cl.ClC=2C=CC(=C(C2)N2CCNCC2)C